C12CC(CC2C1)OC1=C(C=C(C=C1F)NC(=O)C=1N=C(OC1CC(F)(F)F)N1CC2C(C1)COC2)F N-(4-(cis-bicyclo[3.1.0]hexan-3-yloxy)-3,5-difluorophenyl)-2-(tetrahydro-1H-furo[3,4-c]pyrrol-5(3H)-yl)-5-(2,2,2-trifluoroethyl)oxazole-4-carboxamide